FC1=C(C=C(C=C1)NC(=O)C=1N(C=C2C1NCC1C(NS2(=O)=O)CN(C1)C(=O)OCC)C)C Ethyl 8-((4-fluoro-3-methylphenyl)carbamoyl)-7-methyl-3a,4,7,9,10,10a-hexahydro-1H-dipyrrolo[3,4-c:3',4'-g][1,2,6]thiadiazocine-2(3H)-carboxylate 5,5-dioxide